C(C)(C)(C)OC(=O)N1C(C(C2=NNC(C=3C=C(C=C1C23)F)=O)N2N=C(N=C2C)NC(=O)OC(C)(C)C)C2=CC=C(C=C2)F 5-fluoro-8-(4-fluorophenyl)-9-(5-methyl-3-tert-butoxycarbonylamino-1H-1,2,4-triazol-1-yl)-8,9-dihydro-2H-pyrido[4,3,2-de]phthalazin-3(7H)-one-7-carboxylic acid tert-butyl ester